C(C)(C)(C)C1(C(NC(N1)=O)=O)C1=CC=C(C=C1)C(=O)N1CCN(CC1)C1=NC(=C(C=C1C)C)C 5-tert-butyl-5-{4-[4-(3,5,6-trimethylpyridin-2-yl)piperazine-1-carbonyl]phenyl}imidazolidine-2,4-dione